COCCCCCCCCCNC(CC)=O N-(9-methoxynonyl)propionamide